(R)-N-(1-(8-ethynyl-1-oxo-2-phenyl-1,2-dihydroisoquinolin-3-yl)ethyl)-2-(sulfamoylamino)pyrazolo[1,5-a]pyrimidine-3-carboxamide C(#C)C=1C=CC=C2C=C(N(C(C12)=O)C1=CC=CC=C1)[C@@H](C)NC(=O)C=1C(=NN2C1N=CC=C2)NS(N)(=O)=O